C(C)C1=CNC2=NC=C(C=C21)C2=CC=C(C=N2)C 6-(3-Ethyl-1H-pyrrolo[2,3-b]pyridin-5-yl)-3-methylpyridin